C(C)(=O)OC1=C(C=CC(=C1)F)C1NC(N(C(=C1C(=O)OCC)C)C1=CC(=CC=C1)C(=O)OC)=O ethyl 4-(2-acetoxy-4-fluorophenyl)-1-(3-(methoxycarbonyl)phenyl)-6-methyl-2-oxo-1,2,3,4-tetrahydropyrimidine-5-carboxylate